3-amino-2,4-dimethyl-1H-pyrazol-5-one NC=1N(NC(C1C)=O)C